tert-butyl (3S,4S)-3-((tert-butyldimethylsilyl)oxy)-4-((3,5-dichlorophenyl)amino)piperidine-1-carboxylate [Si](C)(C)(C(C)(C)C)O[C@H]1CN(CC[C@@H]1NC1=CC(=CC(=C1)Cl)Cl)C(=O)OC(C)(C)C